CN1C2(CC2)CC[C@@H](C1)NC=1N=NC(=C2C1C=NC=C2)C2=C(C=C(C=C2)C(F)(F)F)O 2-(4-{[(6S)-4-methyl-4-azaspiro[2.5]octan-6-yl]amino}pyrido[3,4-d]pyridazin-1-yl)-5-(trifluoromethyl)phenol